4-(5-(benzyloxy)pyridin-2-yl)piperazine-1-carboxylic acid tert-butyl ester C(C)(C)(C)OC(=O)N1CCN(CC1)C1=NC=C(C=C1)OCC1=CC=CC=C1